CN(CC(=O)NCCSSCC[NH3+])C 2-[2-[[2-(dimethylamino)acetyl]amino]ethyldisulfanyl]ethylammonium